2-(3-(2-((1,5-dimethyl-1H-pyrazol-3-yl)amino)-5-methylpyrimidin-4-yl)-1H-indol-7-yl)-7-(4-methylpiperazin-1-yl)isoindolin-1-one CN1N=C(C=C1C)NC1=NC=C(C(=N1)C1=CNC2=C(C=CC=C12)N1C(C2=C(C=CC=C2C1)N1CCN(CC1)C)=O)C